C(C)(C)(C)OC(=O)N1C[C@]([C@H](C1)OC1=CC(=C(C=C1)C#N)F)(CO)O (3R,4S)-4-(4-cyano-3-fluorophenoxy)-3-hydroxy-3-(hydroxymethyl)pyrrolidine-1-carboxylic acid tert-butyl ester